4-methyl-5-ethoxy-1,3-oxazole-2-carboxylic acid ethyl ester C(C)OC(=O)C=1OC(=C(N1)C)OCC